FC(CN)F 2,2-difluoroethan-1-amine